4-chloro-1,3-phenylenebismaleimide ClC1=C(C=C(C=C1)C=1C(=O)NC(C1)=O)C=1C(=O)NC(C1)=O